trimethoxysilyl-propionic acid CO[Si](OC)(OC)C(C(=O)O)C